BrC1=CC=C(C=C1)C1(CC1)C(=O)NCC 1-(4-bromophenyl)-N-ethyl-cyclopropanecarboxamide